6-((3s,4s)-4-amino-3-methyl-2-oxa-8-azaspiro[4.5]decan-8-yl)-1,5-dihydro-4H-pyrazolo[3,4-d]pyrimidin-4-one N[C@@H]1[C@@H](OCC12CCN(CC2)C=2NC(C1=C(N2)NN=C1)=O)C